4-(2,5-Dimethyl-3-(2-(piperidin-1-yl)acetyl)-1H-pyrrol-1-yl)cyclohexane-carboxamide CC=1N(C(=CC1C(CN1CCCCC1)=O)C)C1CCC(CC1)C(=O)N